4-((5-carbamoylpyridin-2-yl)amino)-6-(2,6-difluorophenyl)pyridazine-3-carboxamide C(N)(=O)C=1C=CC(=NC1)NC1=C(N=NC(=C1)C1=C(C=CC=C1F)F)C(=O)N